(2R,4S)-4-((((benzyloxy)carbonyl)amino)methyl)pyrrolidine-2-carboxylic acid C(C1=CC=CC=C1)OC(=O)NC[C@H]1C[C@@H](NC1)C(=O)O